CC(C[C@H]1[C@@H](CC2N(CCC3=CC(=C(C=C23)OC)O[C@H]2COCC2)C1)O)(C)C (2R,3R-1bR)-3-(2,2-dimethylpropyl)-10-methoxy-9-[(3R)-oxolan-3-yloxy]-1H,2H,3H,4H,6H,7H,11bH-pyrido[2,1-a]isoquinolin-2-ol